9,10-diphenylanthracen-2-sulfonat C1(=CC=CC=C1)C=1C2=CC=CC=C2C(=C2C=CC(=CC12)S(=O)(=O)[O-])C1=CC=CC=C1